N-[(tert-butoxy)carbonyl]Carbamic acid C(C)(C)(C)OC(=O)NC(O)=O